NC1=C(N[C@@H]2C[C@H](C2)C(=O)OC)C=CC(=C1)F methyl trans-3-(2-amino-4-fluoro-anilino)cyclobutanecarboxylate